[Si](C1=CC=CC=C1)(C1=CC=CC=C1)(C(C)(C)C)OC[C@@H]1CC[C@]2(CCCN12)CO ((3S,7aR)-3-(((tert-butyldiphenylsilyl)oxy)methyl)hexahydro-1H-pyrrolizin-7a-yl)methanol